FC1CNCC12CN(C2)C2=NC(=CC1=C2N=C(N=C1)NC1CCN(CC1)S(=O)(=O)C)C 8-(8-fluoro-2,6-diazaspiro[3.4]octan-2-yl)-6-methyl-N-(1-(methylsulfonyl)piperidin-4-yl)pyrido[3,4-d]pyrimidin-2-amine